N1-allyl-N1-isopropyl-N4-phenylbenzene-1,4-diamine C(C=C)N(C1=CC=C(C=C1)NC1=CC=CC=C1)C(C)C